1-benzyl-1,7-diazaspiro[4.4]nonane C(C1=CC=CC=C1)N1CCCC12CNCC2